3-(hydroxymethyl)-8-azabicyclo[3.2.1]Octane-8-carboxylic acid tert-butyl ester C(C)(C)(C)OC(=O)N1C2CC(CC1CC2)CO